trans-1,2-cyclopropanedicarboxylic acid [C@@H]1([C@@H](C1)C(=O)O)C(=O)O